C(C)OC(=O)C1=CC2=C(C(=C(O2)Br)CCO)C(=C1)OC 2-bromo-3-(2-hydroxyethyl)-4-methoxybenzofuran-6-carboxylic acid ethyl ester